NCC(=O)N1C(C=2N(CC1)C(=C(N2)C2=C(C(=CC=C2F)F)F)NC2=CC=C(C=C2)F)(C)C 2-amino-1-(3-((4-fluorophenyl)amino)-8,8-dimethyl-2-(2,3,6-trifluorophenyl)-5,6-dihydroimidazo[1,2-a]pyrazin-7(8H)-yl)ethan-1-one